bis-xylyl phosphate P(=O)(OC1=C(C(=CC=C1)C)C)(OC1=C(C(=CC=C1)C)C)[O-]